3-Bromo-4-methyl-1-(3,3,3-trifluoro-2-hydroxypropyl)pyridin-2(1H)-one BrC=1C(N(C=CC1C)CC(C(F)(F)F)O)=O